BrC1=CC=C(C=N1)OC1=CC=C(C=C1)C(C)(C)C1=CC=C(OC2CC(C2)NC(OC(C)(C)C)=O)C=C1 tert-butyl ((1r,3r)-3-(4-(2-(4-((6-bromopyridine-3-yl)oxy)phenyl)propan-2-yl)phenoxy)cyclobutyl)carbamate